tert-butyl (E)-3-(5-chloropyrazin-2-yl)acrylate ClC=1N=CC(=NC1)/C=C/C(=O)OC(C)(C)C